2-(bicyclo[2.2.2]octan-1-ylamino)-4-((1R,3S)-3-hydroxycyclohexylamino)pyrimidine-5-carboxamide C12(CCC(CC1)CC2)NC2=NC=C(C(=N2)N[C@H]2C[C@H](CCC2)O)C(=O)N